pentamethylcyclopentadienyl-(1-phenethyl-6,6-diethyl-1,5,6,7-tetrahydro-s-indacenyl)hafnium CC1=C(C(=C(C1([Hf]C1(C=CC2=CC=3CC(CC3C=C12)(CC)CC)CCC1=CC=CC=C1)C)C)C)C